O1C(OCC1)CCC1CCOCC1 4-(2-(1,3-dioxolan-2-yl)ethyl)tetrahydro-2H-pyran